N-{(3S)-4-[2-(4-chloro-3-fluorophenoxy)acetamido]-3-hydroxybicyclo[2.2.2]octan-1-yl}-4-methyl-3,4-dihydro-2H-1,4-benzoxazine-2-carboxamide ClC1=C(C=C(OCC(=O)NC23[C@H](CC(CC2)(CC3)NC(=O)C3OC2=C(N(C3)C)C=CC=C2)O)C=C1)F